2,3',4',5'-tetrafluoro-4-bromobiphenyl FC1=C(C=CC(=C1)Br)C1=CC(=C(C(=C1)F)F)F